ClC1=C2N(C(C(=C1)NC1=NC=NC=C1)=O)C(NC2=O)(CN2C(C1=CC=CC=C1C2=O)=O)CN2C(C1=CC=CC=C1C2=O)=O 2,2'-((8-chloro-1,5-dioxo-6-(pyrimidin-4-ylamino)-1,2,3,5-tetrahydroimidazo[1,5-a]pyridine-3,3-diyl)bis(methylene))bis(isoindoline-1,3-dione)